Perfluoro(2-methylidene-4-methyl-1,3-dioxolane) FC1(OC(OC1(F)F)=C(F)F)C(F)(F)F